[N+](=O)([O-])C=1C=C(C(=O)[O-])C=CC1[N+](=O)[O-].[Li+] lithium 3,4-dinitrobenzoate